C(CCCCOC=1C=C(C(=CC1OC)C(=O)N1CC2(CC2)C[C@H]1CO)NC(OCC=C)=O)OC=1C=C(C(=CC1OC)C(=O)N1CC2(CC2)C[C@H]1CO)NC(OCC=C)=O Di-2-propen-1-yl (1,5-pentanediylbis[oxy (6-{[(6S)-6-(hydroxymethyl)-5-azaspiro[2.4]hept-5-yl]carbonyl}-4-methoxybenzen-3,1-diyl)])biscarbamate